2-(Dicyclohexylphosphino)-2'-methoxybiphenyl C1(CCCCC1)P(C1=C(C=CC=C1)C1=C(C=CC=C1)OC)C1CCCCC1